2-chloro-4-(1-fluoroethyl)-phenylpropionic acid ClC1=C(C=CC(=C1)C(C)F)C(C(=O)O)C